CC(CCN)N 1-methyl-1,3-propanediamine